hydroxymethylimidazole cobalt trichloride [Co](Cl)(Cl)Cl.OCC=1NC=CN1